hept-6-ene-1,2,3-triol C(C(C(CCC=C)O)O)O